2-isopropyl-N-methyl-1-(2-oxo-1,2,3,4-tetrahydroquinazolin-6-yl)-1H-benzo[d]imidazole-5-carboxamide C(C)(C)C1=NC2=C(N1C=1C=C3CNC(NC3=CC1)=O)C=CC(=C2)C(=O)NC